O=C(CCC(CCC(CCS)=O)(CCC(CCS)=O)CCC(CCS)=O)CCS 6,6-bis(3-oxo-5-sulfanyl-pentyl)-1,11-bis(sulfanyl)undecane-3,9-dione